Benzyl 1-oxaspiro[4.5]decane-8-carboxylate O1CCCC12CCC(CC2)C(=O)OCC2=CC=CC=C2